[N+](=O)([O-])C1=CC=C(C=N1)/C=C/C=O (E)-3-(6-nitropyridin-3-yl)acrolein